ClC=1C(=C(C=CC1)NC1=C(C#N)C=CC(=N1)C1CC1)C 2-((3-chloro-2-methylphenyl)amino)-6-cyclopropyl-nicotinonitrile